FC1=CC=C(C=C1)N1C(C(=C(C1=O)C1=CC=CC=C1)C1=CC=CC=C1)=O 1-(4-fluorophenyl)-3,4-diphenylpyrrole-2,5-dione